C(C)(C)(C)OC(=O)N1C(CCCC1)OC1CC(C1)OC1=NC=CC(=C1)N1C2CN(CC1CC2)C2=C(N=NC(=C2)Cl)N [3-[[4-[3-(3-amino-6-chloro-pyridazin-4-yl)-3,8-diazabicyclo[3.2.1]octan-8-yl]-2-pyridinyl]oxy]cyclobutoxy]piperidine-1-carboxylic acid tert-butyl ester